1-isocyanato-2-(4-isocyanatobut-1-yl)-cyclohexane N(=C=O)C1C(CCCC1)CCCCN=C=O